N1CCC(CC1)CN1CCN(CC1)C(=O)OC(C)(C)C tert-butyl 4-(piperidin-4-ylmethyl)piperazine-1-carboxylate